C(C)OC1=CC=C(C=N1)C(CC1=NC(=NC(=N1)N[C@@H](CO)CC(C)C)NS(=O)(=O)C)C N-(4-(2-(6-ethoxypyridin-3-yl)propyl)-6-(((R)-1-hydroxy-4-methylpentan-2-yl)amino)-1,3,5-triazin-2-yl)methanesulfonamide